NC1=C(C=2C(=NC(=C(N2)C=2CCOCC2)C)N1C1=C(C(=CC=C1C)O)C)C(=O)N1CC=2N(CC1)N=CC2 (6-amino-2-(3,6-dihydro-2H-pyran-4-yl)-5-(3-hydroxy-2,6-dimethylphenyl)-3-methyl-5H-pyrrolo[2,3-b]pyrazin-7-yl)(6,7-dihydropyrazolo[1,5-a]pyrazin-5(4H)-yl)methanone